3,3'-((piperazine-1,4-diylbis(methylene))bis(3,1-phenylene))bis(2-(pyrrolidin-3-yl)propanoic acid) N1(CCN(CC1)CC=1C=C(C=CC1)CC(C(=O)O)C1CNCC1)CC=1C=C(C=CC1)CC(C(=O)O)C1CNCC1